tert-butyl (S)-(1-(4-methylbenzyl)-3-(1-(p-tolyl)-3-(3,3,3-trifluoropropanamido)propan-2-yl)-1,3-dihydro-2H-benzo[d]imidazol-2-ylidene)carbamate CC1=CC=C(CN2C(N(C3=C2C=CC=C3)[C@@H](CC3=CC=C(C=C3)C)CNC(CC(F)(F)F)=O)=NC(OC(C)(C)C)=O)C=C1